(2,4-dimethyl-5-(3,4,6,7-tetrahydropyrano[3,4-d]imidazol-2-yl)phenyl)(4-(4-methoxyphenyl)piperidin-1-yl)methanone CC1=C(C=C(C(=C1)C)C1=NC2=C(N1)COCC2)C(=O)N2CCC(CC2)C2=CC=C(C=C2)OC